N-(4-cyclobutyl-3-(3,3-dimeth-ylcyclobutyl)-1-methyl-1H-pyrazol-5-yl)-3,3-difluorocyclobutane-1-carboxamide C1(CCC1)C=1C(=NN(C1NC(=O)C1CC(C1)(F)F)C)C1CC(C1)(C)C